tert-butyl [4-(1,3-dimethyl-1H-pyrazol-4-yl)-2-fluoro-4-oxobutyl]carbamate CN1N=C(C(=C1)C(CC(CNC(OC(C)(C)C)=O)F)=O)C